N-(2-((Diethylamino)methyl)quinolin-8-yl)-4-(trifluoromethyl)-benzenesulfonamide C(C)N(CC)CC1=NC2=C(C=CC=C2C=C1)NS(=O)(=O)C1=CC=C(C=C1)C(F)(F)F